2-((3aR,5s,6aS)-5-((R)-5-(2,5-difluorophenyl)-4,5-dihydro-1H-pyrazole-1-carbonyl)hexahydrocyclopenta[c]pyrrol-2(1H)-yl)pyrimidine-4-carboxamide FC1=C(C=C(C=C1)F)[C@H]1CC=NN1C(=O)C1C[C@@H]2[C@@H](CN(C2)C2=NC=CC(=N2)C(=O)N)C1